(R)-tert-butyl 3-(2-methylpiperazin-1-yl)azetidine-1-carboxylate C[C@H]1N(CCNC1)C1CN(C1)C(=O)OC(C)(C)C